7,4-dihydroxyflavone C1=CC(=CC=C1C2=CC(=O)C3=C(O2)C=C(C=C3)O)O